CN(C/C=C/C(=O)NC1=C2CN(CC2=CC=C1)C(C1=NC=C(C=C1)O)=O)C (E)-4-(Dimethylamino)-N-(2-(5-hydroxypicolinoyl)isoindolin-4-yl)but-2-enamide